(2R)-3-(4-cyanophenyl)-2-hydroxypropionic acid C(#N)C1=CC=C(C=C1)C[C@H](C(=O)O)O